2,6-dimethylbenzoyldiphenyl-phosphine oxide CC1=C(C(=O)P(C2=CC=CC=C2)(C2=CC=CC=C2)=O)C(=CC=C1)C